3α-hydroxy-24,24,24-trimethyl-5α-cholan-6-one O[C@H]1C[C@@H]2C(C[C@H]3[C@@H]4CC[C@H]([C@@H](CCC(C)(C)C)C)[C@]4(CC[C@@H]3[C@]2(CC1)C)C)=O